2,3-dimethoxypropyl-tetraethoxysilane COC(CC(C)O[Si](OCC)(OCC)OCC)COC